C([C@@H](O)C)(=O)O l-lactic acid